tert-butyl-3-[6-(5-cyclopropylpyrazolo[1,5-a]pyridin-3-yl)-2-pyridyl]piperidine-1-carboxylate C(C)(C)(C)OC(=O)N1CC(CCC1)C1=NC(=CC=C1)C=1C=NN2C1C=C(C=C2)C2CC2